NCCOC1=NC=2N(C=C1)N=CC2C(=O)NC=2C(=NN(C2)C)C(N)=O 5-(2-Aminoethoxy)-N-(3-carbamoyl-1-methyl-1H-pyrazol-4-yl)pyrazolo[1,5-a]pyrimidin-3-carboxamid